3-bromo-4-(2-methoxyethyl)pyridine BrC=1C=NC=CC1CCOC